O=CCOC(CCCCCCC\C=C/C[C@@H](CCCCCC)OC(CCCCCCC\C=C/C\C=C/CCCCC)=O)=O.CC=1C=C(C=CC1C(F)(F)F)C(=O)N1CCC(CC1)C1=NOC(=C1)NC (3-methyl-4-(trifluoromethyl)phenyl)(4-(5-(methylamino)isoxazol-3-yl)piperidin-1-yl)methanone 2-oxoethyl-[R,Z]-12-linoleoyloxyoleate